1-methyl-4,5,6,7-tetrahydro-1H-pyrazolo[4,3-c]pyridine hydrochloride Cl.CN1N=CC=2CNCCC21